(R)-N-(8,9-difluoro-6-oxo-1,2,3,4,5,6-hexahydrobenzo[c][1,7]naphthyridin-1-yl)-7-(difluoromethyl)-N-methylindolizine-2-carboxamide FC=1C(=CC2=C(C(NC=3CNC[C@@H](C23)N(C(=O)C=2C=C3C=C(C=CN3C2)C(F)F)C)=O)C1)F